The molecule is a dimeric naphthopyran with formula C32H26O10, originally isolated from Aspergillus niger. It has a role as an Aspergillus metabolite. It is a biaryl, an aromatic ether, an aromatic ketone, a cyclic ketone, a polyphenol and a naphtho-gamma-pyrone. CC1=CC(=O)C2=C(O1)C=C3C=C(C(=C(C3=C2O)OC)C4=C(C5=C(C6=C4C=C(C=C6OC)OC)OC(=CC5=O)C)O)OC